N[C@@H]1CN(CC[C@H]1F)C1=NC2=C(N1CC(=O)N1CCC(CC1)C(=O)OC)C=C(C(=C2)F)F methyl 1-(2-(2-((3R,4R)-3-amino-4-fluoropiperidin-1-yl)-5,6-difluoro-1H-benzo[d]imidazol-1-yl)acetyl)piperidine-4-carboxylate